5-(1,3,4-thiadiazol-2-yl)-3,4-dihydroquinoline-1(2H)-carboxylic acid tert-butyl ester C(C)(C)(C)OC(=O)N1CCCC2=C(C=CC=C12)C=1SC=NN1